CNC1CCC(CC1)NC 1,4-bis(methylamino)cyclohexane